NC=1SC2=C(N1)C=CC(=C2)C2=NN(C(=C2)C2=CC=C(C=C2)C)CC2=CC=C(C(=O)NO)C=C2 4-{[3-(2-aminobenzo[d]thiazol-6-yl)-5-(4-methylphenyl)-1H-pyrazol-1-yl]methyl}-N-hydroxybenzamide